(R)-2-methyl-N-((R)-1-(1-(tetrahydro-2H-pyran-4-carbonyl)indol-5-yl)ethyl)propane-2-sulfinamide CC(C)(C)[S@@](=O)N[C@H](C)C=1C=C2C=CN(C2=CC1)C(=O)C1CCOCC1